C(#N)C(CNC=1C(=CC=C2C=CC(=CC12)C1=CC=CC(=N1)C(=O)NC1C(CN(CC1)C)(F)F)OC)=C 6-{8-[(2-cyano-2-methylideneethyl)amino]-7-methoxynaphthalen-2-yl}-N-(3,3-difluoro-1-methylpiperidin-4-yl)pyridine-2-carboxamide